S1C(=NC2=C1C=CC=C2)NC2=C(C=C(N=N2)C2=CN=C1N2C=CC(=C1C(=O)OC)Cl)C(F)(F)F methyl 3-(6-(benzo[d]thiazol-2-ylamino)-5-(trifluoromethyl)pyridazin-3-yl)-7-chloroimidazo[1,2-a]pyridine-8-carboxylate